COC=1C=C(C=C(C1)OC)C#CC1=NNC2=NC=NC(=C21)N2C[C@H](CCC2)NCC#CC (S)-3-(3,5-dimethoxyphenylethynyl)-4-(3-but-2-ynylaminopiperidin-1-yl)-1H-pyrazolo[3,4-d]pyrimidine